2-(4-bromophenyl)-2,2-difluoro-N-hydroxyacetamidine BrC1=CC=C(C=C1)C(C(=N)NO)(F)F